(R)-N-(2-methyl-1-((3-methylpyridin-2-yl)oxy)propan-2-yl)-2-(1-methylpyrrolidin-2-yl)acetamide CC(COC1=NC=CC=C1C)(C)NC(C[C@@H]1N(CCC1)C)=O